CN1C(=NC(=C1)NC(CCNC(=O)C=1NC=C(C1)NC(=O)C=1N(C=CN1)C)=O)C(=O)NC=1C=C(NC1)C(=O)O 4-[1-methyl-4-(3-{[4-(1-methylimidazole-2-amido)-1H-pyrrol-2-yl]formamido}propanamido)imidazole-2-amido]-1H-pyrrole-2-carboxylic acid